C(C1=CC=CC=C1)OC=1C(=C(NC2=CC(=C(C=C2)F)OC)C=CC1)I 3-benzyloxy-N-(4-fluoro-3-methoxy-phenyl)-2-iodo-aniline